CN1N=C2[C@@H](N(CCC2=C1C1=CC(=C(C(=C1)F)F)F)C(=O)C=1C=C(C(=O)NC)C=CC1)C 3-[(7S)-2,7-dimethyl-3-(3,4,5-trifluorophenyl)-5,7-dihydro-4H-pyrazolo[3,4-c]pyridine-6-carbonyl]-N-methyl-benzamide